(R,E)-N-((1,2,3,5,6,7-Hexahydro-s-indacen-4-yl)carbamoyl)-2-(pyrrolidin-2-yl)ethen C1CCC2=C(C=3CCCC3C=C12)NC(=O)N1[C@H](CCC1)C=C